BrC=1C=C(C=CC1)S(=O)(=O)C=1C=C(N(C1C)C)C(=O)O 4-(3-bromophenyl)sulfonyl-1,5-dimethyl-pyrrole-2-carboxylic acid